C(C)N(C1=CC=C(/C=C/C2=NC=NC3=CC=CC=C23)C=C1)CC (E)-4-(4-diethylaminostyryl)quinazoline